F[C@H]1[C@@H]2CCC[C@H](C[C@H]1N(C)C=1SC(=NN1)C1=C(C=C(C=C1)C=1C=NN(C1)C)OCOC)N2C(=O)OC(C)(C)C |r| Racemic-tert-butyl (1S,2S,3R,5R)-2-fluoro-3-((5-(2-(methoxymethoxy)-4-(1-methyl-1H-pyrazol-4-yl)phenyl)-1,3,4-thiadiazol-2-yl)(methyl)amino)-9-azabicyclo[3.3.1]nonane-9-carboxylate